2,5-di-t-butylphenyl acrylate C(C=C)(=O)OC1=C(C=CC(=C1)C(C)(C)C)C(C)(C)C